[[2-[(2R,5S)-2-(benzothiophen-5-yl)-5-methyl-1-piperidyl]-2-oxo-acetyl]amino]pyridine-3-carboxamide S1C=CC2=C1C=CC(=C2)[C@@H]2N(C[C@H](CC2)C)C(C(=O)NC2=NC=CC=C2C(=O)N)=O